(E)-3-(6-(Chlorodifluoromethyl)-2-(cyclopropylmethoxy)pyridin-3-yl)-N-(2-oxo-2,3-dihydro-1H-benzo[d]imidazol-4-yl)acrylamid ClC(C1=CC=C(C(=N1)OCC1CC1)/C=C/C(=O)NC1=CC=CC=2NC(NC21)=O)(F)F